(S)-Methyl (4-(4-((2-Boc-amino-2,4-dimethylpentyl)oxy)-3-cyanophenyl)-3-fluoropyridin-2-yl)carbamate C(=O)(OC(C)(C)C)C([C@H](OC1=C(C=C(C=C1)C1=C(C(=NC=C1)NC(OC)=O)F)C#N)N)(CC(C)C)C